tert-butyl 5-(1-(cyclopropylmethyl)hydrazineyl)-3,4-dihydroisoquinoline-2(1H)-carboxylate C1(CC1)CN(N)C1=C2CCN(CC2=CC=C1)C(=O)OC(C)(C)C